ClC1=CC=C(CN2N=CC(=C2)C(=O)OCC)C=C1 ethyl 1-(4-chlorobenzyl)-1H-pyrazole-4-carboxylate